COC=1C=C(C=CC1OC)C=1C=C2C=CC(=CN2C(C1)=O)C=1CCNCC1 2-(3,4-dimethoxyphenyl)-7-(1,2,3,6-tetrahydropyridin-4-yl)-4H-quinolizin-4-one